N-n-butyl-2-pyrrolidone C(CCC)N1C(CCC1)=O